diazacyclotetradecen-8-amine N1=NCCCCCC(CCCCCC1)N